2-hydroxypyrimidine OC1=NC=CC=N1